tert-butyl 7-[2-amino-1-(benzhydrylideneamino)-2-oxo-ethyl]-2,3-dihydro-1,4-benzoxazine-4-carboxylate NC(C(N=C(C1=CC=CC=C1)C1=CC=CC=C1)C1=CC2=C(N(CCO2)C(=O)OC(C)(C)C)C=C1)=O